BrC1=CC2=C(NC(S2)=O)C=C1 6-bromo-2-benzothiazolinone